3H-[1,2,4]triazolo[5,1-i]purin-5-amine N1=CNC=2N=C(N3C(C12)=NC=N3)N